2-(3-chlorophenyl)-N-(1-((2,2-dimethylazetidin-1-yl)methyl)cyclopropyl)-2-methylpropanamide ClC=1C=C(C=CC1)C(C(=O)NC1(CC1)CN1C(CC1)(C)C)(C)C